5-((2-(3-(Hex-5-ynamido)phenyl)pyrimidin-5-yl)methoxy)-2-hydroxybenzoic acid C(CCCC#C)(=O)NC=1C=C(C=CC1)C1=NC=C(C=N1)COC=1C=CC(=C(C(=O)O)C1)O